6-(6-hydroxy-6-methyl-2-azaspiro[3.3]heptan-2-yl)benzo[b]thiophene-2-carboxylic acid ethyl ester C(C)OC(=O)C1=CC2=C(S1)C=C(C=C2)N2CC1(C2)CC(C1)(C)O